C(CC)C(CC)N=C=O Propyl-Propyl isocyanate